ClC1=CC(=C(C=C1)C1=NN=C(C2=CC=CC=C12)NC[C@@H](CO)O)O (2S)-3-[[4-(4-chloro-2-hydroxy-phenyl)phthalazin-1-yl]amino]propane-1,2-diol